triacontanoate C(CCCCCCCCCCCCCCCCCCCCCCCCCCCCC)(=O)[O-]